2-(2H-indazol-2-yl)ethan-1-one N=1N(C=C2C=CC=CC12)CC=O